N-[(1-benzylcyclohexyl)methyl]-6-oxo-1H-pyrazine-2-carboxamide C(C1=CC=CC=C1)C1(CCCCC1)CNC(=O)C=1NC(C=NC1)=O